Cl[Al](Cl)Cl trichloroAluminum